1-(2-hydroxybenzyl)cyclopropane-1-carboxylic acid methyl ester COC(=O)C1(CC1)CC1=C(C=CC=C1)O